Cl.C(C1=CC=CC=C1)C1=CC=C2C(CN(C2=C1)C(CN1[C@H](CN[C@@H](C1)C)C(=O)N1CCOCC1)=O)(C)C 1-(6-Benzyl-3,3-dimethyl-2,3-dihydro-indol-1-yl)-2-[(2R,5R)-5-methyl-2-(morpholine-4-carbonyl)-piperazin-1-yl]-ethanone, hydrochloride salt